COC=1C=C(C=C2C(=CC(NC12)=O)C)NC(=O)C=1C=C2C(=NC1N1C[C@H]([C@H](C1)F)F)COC2 |r| N-(8-methoxy-4-methyl-2-oxo-1H-quinolin-6-yl)-2-[rac-(3R,4S)-3,4-difluoropyrrolidin-1-yl]-5,7-dihydrofuro[3,4-b]pyridine-3-carboxamide